C(C)OC1=C(C=CC=C1)NC(C(=O)NC1=CC=C(C=C1)CC)=O N-(2-ethoxyphenyl)-N'-(4-ethylphenyl)oxalamide